1,3-Diaminomethylcyclohexan NCC1CC(CCC1)CN